C(C)(C)(C)C=1C=C(C=C(C1O)C(C)(C)C)C=CC(=O)NCCCCCCNC(CCC1=CC(=C(C(=C1)C(C)(C)C)O)C(C)(C)C)=O 3-(3,5-ditert-butyl-4-hydroxy-phenyl)-N-[6-[3-(3,5-ditert-butyl-4-hydroxyphenyl)propanoylamino]hexyl]propen-amide